5-methylpyridine-2,3-dicarboxylic acid diethyl ester C(C)OC(=O)C1=NC=C(C=C1C(=O)OCC)C